C(C)SC=1C(=NN(C1OC)C)C(=O)NC1=CC(=NC=C1NC)C(F)(F)F (ethylthio)-5-methoxy-1-methyl-N-(5-(methylamino)-2-(trifluoromethyl)pyridin-4-yl)-1H-pyrazole-3-carboxamide